O[C@]1(COCC1)C1=CC(=NC=C1)N1N=CC(=C1)S(=O)(=O)NC=1C=CC=C2C=NN(C12)C (S)-1-(4-(3-HYDROXYTETRAHYDROFURAN-3-YL)PYRIDIN-2-YL)-N-(1-METHYL-1H-INDAZOL-7-YL)-1H-PYRAZOLE-4-SULFONAMIDE